C(C(C)C)(=O)SCCNC(CCNC([C@@H](C(COP(OP(OC[C@@H]1[C@H]([C@H]([C@@H](O1)N1C=NC=2C(N)=NC=NC12)O)OP(=O)(O)O)(=O)O)(=O)O)(C)C)O)=O)=O Isobutyryl-Coenzyme A